4-({[4-Cyano-3-(3-methylpiperazin-2-yl)-1-(thiophen-3-carbonyl)-1H-pyrazol-5-yl]amino}methyl)benzol C(#N)C=1C(=NN(C1NCC1=CC=CC=C1)C(=O)C1=CSC=C1)C1NCCNC1C